BrC=1C=CC(=C(C1)CC(=O)N)[N+](=O)[O-] 2-(5-bromo-2-nitrophenyl)acetamide